C(C1=CC=CC=C1)(C1=CC=CC=C1)(C1=CC=CC=C1)P(Br)Br tritylphosphorus bromide